The molecule is a cyclodepsipeptide isolated from Jaspis splendens. A derivative of jaspamide, it exhibits anti-tumour activity. It has a role as an antineoplastic agent, an animal metabolite and a marine metabolite. It is a cyclodepsipeptide and an organobromine compound. C[C@@H]1C[C@@H](OC(=O)C[C@@H](NC(=O)[C@H](N(C(=O)[C@@H](NC(=O)[C@H](CC(=C)C1=O)C)C)C)CC2=C(NC3=CC=CC=C32)Br)C4=CC=C(C=C4)O)C